(8-((4-(methylamino)-1H-pyrrolo[2,3-b]pyridin-6-yl)amino)-2,3-dihydrobenzo[b][1,4]dioxin-5-yl)(morpholino)methanone 3-(3-tosylureido)phenyl-4-methylbenzenesulfonate S(=O)(=O)(C1=CC=C(C)C=C1)NC(NC=1C=C(C=CC1)OS(=O)(=O)C1=CC=C(C=C1)C)=O.CNC1=C2C(=NC(=C1)NC1=CC=C(C3=C1OCCO3)C(=O)N3CCOCC3)NC=C2